4-(5-carbamoyl-6-(methylamino)pyridin-3-yl)-2-((4-((2-(dimethylamino)ethyl)(methyl)amino)-2-Methoxy-5-nitrophenyl)amino)pyrimidine-5-carboxylic acid methyl ester COC(=O)C=1C(=NC(=NC1)NC1=C(C=C(C(=C1)[N+](=O)[O-])N(C)CCN(C)C)OC)C=1C=NC(=C(C1)C(N)=O)NC